tert-Butyl (2R)-2-[(4-fluorophenyl)methyl]-5-oxopyrrolidine-1-carboxylate FC1=CC=C(C=C1)C[C@@H]1N(C(CC1)=O)C(=O)OC(C)(C)C